FC(CN1C=NC2=C1C=C(C=C2F)C=2C(=CN1N=C(N=C(C12)OC([2H])([2H])[2H])N[C@H]1[C@@H](CN(CC1)C1COC1)F)F)F 5-(1-(2,2-difluoroethyl)-4-fluoro-1H-benzo[d]imidazol-6-yl)-6-fluoro-N-((3R,4R)-3-fluoro-1-(oxetan-3-yl)piperidin-4-yl)-4-(methoxy-d3)pyrrolo[2,1-f][1,2,4]triazin-2-amine